S1C(=NC2=C1C=CC=C2)B(O)O 1,3-BENZOTHIAZOL-2-YLBORONIC ACID